CC1(O[C@@H]2[C@H](O1)[C@H](C[C@H]2N2C=CC1=C2N=CN=C1N)C1=CC(=CC=C1)C1(OCCO1)C)C 7-((3aS,4R,6R,6aR)-2,2-dimethyl-6-(3-(2-methyl-1,3-dioxolan-2-yl)phenyl)tetrahydro-4H-cyclopenta[d][1,3]dioxol-4-yl)-7H-pyrrolo[2,3-d]pyrimidin-4-amine